ClC=1C=CC(=C(C1)[C@H]1C[C@H](C1)NC(=O)C=1C=NN(C1)[C@@H](C)C=1C=NC(=C(C1)F)N1C([C@@H]2C[C@@H]2C1)=O)C#N |o1:19| N-((cis)-3-(5-chloro-2-cyanophenyl)cyclobutyl)-1-((S or R)-1-(5-fluoro-6-((1R,5S)-2-oxo-3-azabicyclo[3.1.0]hexan-3-yl)pyridin-3-yl)ethyl)-1H-pyrazole-4-carboxamide